2-chloro-6-(5-hydroxy-3,7,8-trimethoxy-4-oxo-4H-chromen-2-yl)phenyl (E)-3-(3-chlorophenyl)acrylate ClC=1C=C(C=CC1)/C=C/C(=O)OC1=C(C=CC=C1C=1OC2=C(C(=CC(=C2C(C1OC)=O)O)OC)OC)Cl